N-(cyclopropylmethyl)-N-methylmethanamine C1(CC1)CN(C)C